N[C@@H]1C2=CC=CC(=C2CC12CCN(CC2)C=2C(NC(=CN2)SC2=C(C(=CC=C2)Cl)Cl)=O)OC (S)-3-(1-Amino-4-methoxy-1,3-dihydrospiro[inden-2,4'-piperidin]-1'-yl)-6-((2,3-dichlorophenyl)thio)-pyrazin-2(1H)-on